2-(BENZYLOXY)-4-METHYLPHENYLBORONIC ACID C(C1=CC=CC=C1)OC1=C(C=CC(=C1)C)B(O)O